CN1N=CC2=C1N=C(N(C2=O)C2=CC=CC=C2)SC(C)C2=CC=CC=C2 1-methyl-5-phenyl-6-((1-phenylethyl)thio)-1H-pyrazolo[3,4-d]pyrimidin-4(5H)-one